8-(4-fluoro-2-methylphenyl)-9-(4-((1-(3-fluoropropyl)azetidin-3-yl)methyl)phenyl)-6,7-dihydro-5H-benzo[7]annulene-3-carboxylic acid FC1=CC(=C(C=C1)C=1CCCC2=C(C1C1=CC=C(C=C1)CC1CN(C1)CCCF)C=CC(=C2)C(=O)O)C